decandioate C(CCCCCCCCC(=O)[O-])(=O)[O-]